C(=O)=C(CCCC(=O)O)CCCCC (R)-5-carbonyl-decanoic acid